(S)-2-(4-(4-(((tert-butyldimethylsilyl)oxy)methyl)-6-methoxynicotinoyl)-3,3-dimethylpiperazin-1-yl)-N-(5-(2,4-difluorophenoxy)pyrazin-2-yl)propanamide [Si](C)(C)(C(C)(C)C)OCC1=CC(=NC=C1C(=O)N1C(CN(CC1)[C@H](C(=O)NC1=NC=C(N=C1)OC1=C(C=C(C=C1)F)F)C)(C)C)OC